NC=1C2=C(N=CN1)N(C=C2C=2C=C(CCS(=O)(=O)N)C=CC2)[C@@H]2C[C@@H](C2)CN2CCC2 (3-(4-amino-7-(cis-3-(azetidin-1-ylmethyl)cyclobutyl)-7H-pyrrolo[2,3-d]pyrimidin-5-yl)benzyl)methanesulfonamide